O1C(CCCC1)C(=O)O tetrahydro-2H-pyranecarboxylic acid